N-(5-(6-(5-(tert-butyl)pyrazin-2-yl)-1-oxo-3,4-dihydroisoquinolin-2(1H)-yl)-2-hydroxyphenyl)methanesulfonamide C(C)(C)(C)C=1N=CC(=NC1)C=1C=C2CCN(C(C2=CC1)=O)C=1C=CC(=C(C1)NS(=O)(=O)C)O